BrC=1C=C2C(=NC1)C(=CN2)C=O 6-BROMO-1H-PYRROLO[3,2-B]PYRIDINE-3-CARBALDEHYDE